P(=O)(OC(CCC)CCC)(OC(CCC)CCC)[O-] di(4-heptyl) phosphate